5-chloro-2-[(4-hydroxypiperidin-1-yl)methyl]-7,8-dihydro-6H-spiro[[1,3]oxazolo[5,4-f]quinazoline-9,1'-cyclohexane]-7-one ClC=1C=C2C(=C3C1NC(NC31CCCCC1)=O)OC(=N2)CN2CCC(CC2)O